C(CCCCCCC)(=O)OCC(COC(CCCCCCC)=O)CCCCC(OC(CCOC(OCCCN(CC)CC)=O)CCCCCCCCCCCC)=O 2-(12-dodecyl-3-ethyl-8,14-dioxo-7,9,13-trioxa-3-azaoctadecan-18-yl)propane-1,3-diyl dioctanoate